OCCNCCCC(=O)OCCCCCCCCCC n-decyl 4-(2-hydroxyethylamino)butyrate